5-((2-((1H-pyrazol-3-yl)methyl)-4-methyl-5-oxo-4H-thiazolo[5',4':4,5]pyrrolo[2,3-d]pyridazin-6(5H)-yl)methyl)oxazole-2-carboxamide N1N=C(C=C1)CC=1SC2=C(N(C=3C(N(N=CC32)CC3=CN=C(O3)C(=O)N)=O)C)N1